(2R,5S)-5-(aminomethyl)-2-[3-(2,2,2-trifluoroethoxy)phenyl]-1,4-thiazepan-3-one NC[C@H]1NC([C@H](SCC1)C1=CC(=CC=C1)OCC(F)(F)F)=O